CN1C(=NC2=C(C=C(C=C2C1=O)C)\C(\C)=N/[S@](=O)C(C)(C)C)C1(COCC1)C (R)-N-((Z)-1-(3,6-dimethyl-2-(3-methyltetrahydrofuran-3-yl)-4-oxo-3,4-dihydroquinazolin-8-yl)ethylidene)-2-methylpropane-2-sulfinamide